C1=CC=CC=2C3=CC=CC=C3C(C12)COC(=O)N[C@H](C(=O)O)CC1=C(C=CC(=C1)Cl)OCC(F)(F)F (S)-2-((((9H-fluoren-9-yl)methoxy)carbonyl)amino)-3-(5-chloro-2-(2,2,2-trifluoroethoxy)phenyl)propanoic acid